O=C1CSC1 1-oxo-3-thiacyclobutane